C(C)OC(=O)C=1C(=C2C=CC(=NC2=C(N1)Cl)OC1=CC=C(C=C1)F)O 2-(4-fluorophenoxy)-5-hydroxy-8-chloro-1,7-naphthyridine-6-carboxylic acid ethyl ester